2,2,6,6-tetramethyl-4-piperidineOne CC1(NC(CC(C1)=O)(C)C)C